Bis(indan-2-yl) 2-propen-1-yl phosphate P(=O)(OC1CC2=CC=CC=C2C1)(OC1CC2=CC=CC=C2C1)OC=CC